C(=C)C1=CC=C(COCC2=CC=C(C=C2)C=2N(C(=NN2)C2=CC=C(C=C2)C2=NC(=NC(=C2)C2=CC=C(C=C2)C2=NN=C(N2C2=CC=C(C=C2)C(C)(C)C)C2=CC=C(C=C2)COCC2=CC=C(C=C2)C=C)C)C2=CC=C(C=C2)C(C)(C)C)C=C1 4,6-bis[4-(5-{4-[(4-vinylbenzyloxy)methyl]phenyl}-4-(4-tert-butyl-phenyl)-4H-1,2,4-triazol-3-yl)phenyl]-2-methylpyrimidine